CC1(OC[C@H]2N1C(CC2)=O)C (S)-3,3-dimethyl-tetrahydro-pyrrolo[1,2-c]oxazol-5-one